O1C(NCC1)=O.[Na] Sodium oxazolidinone